2-(2,6-dichlorobenzamido)-10-((5,6-dihydro-4H-1,3-oxazin-2-yl)amino)decanoic acid ClC1=C(C(=O)NC(C(=O)O)CCCCCCCCNC=2OCCCN2)C(=CC=C1)Cl